O1C2=C(OC=C1)C=C(C=C2)[C@H]([C@@H](CN2CCCC2)NC(=O)[C@H]2CN(CC2)C2=CC=C(C=C2)Cl)O (R)-N-((1R,2R)-1-(benzo[b][1,4]dioxin-6-yl)-1-hydroxy-3-(pyrrolidin-1-yl)propan-2-yl)-1-(4-chlorophenyl)pyrrolidine-3-carboxamide